Cl.CC1=CC=C(S1)CN (5-methylthiophen-2-yl)methanamine hydrochloride